C(=O)(OC(C)(C)C)N1N=CC(=C1)C1=C2C(=NN(C2=CC=C1)C)OC1=C(C=C(C=C1)[N+](=O)[O-])F 1-Boc-pyrazol-4-yl(2-fluoro-4-nitrophenoxy)-1-methyl-1H-indazole